spiro[pyrrolidine-4,1'-tetrahydronaphthalene]-2-one C12(CCCC3=CC=CC=C13)CC(NC2)=O